FC=1C=CC2=C(CN(CCO2)S(=O)(=O)C=2C(=NC=CC2)OC)C1 7-fluoro-4-((2-methoxypyridin-3-yl)sulfonyl)-2,3,4,5-tetrahydrobenzo[f][1,4]oxazepine